(S)-6-(3-(5-(3,5-difluorophenyl)-3-oxo-6,7-dihydro-3H-pyrrolo[2,1-c][1,2,4]triazol-2(5H)-yl)cyclobutyl)pyrimidine-4-carbonitrile FC=1C=C(C=C(C1)F)[C@@H]1CCC2=NN(C(N21)=O)C2CC(C2)C2=CC(=NC=N2)C#N